CN1CC(CC1)F methyl-3-fluoropyrrolidine